tert-butyl 6-(4,4,5,5-tetramethyl-1,3,2-dioxaborolan-2-yl)-1H-benzo[d]imidazole-1-formate CC1(OB(OC1(C)C)C=1C=CC2=C(N(C=N2)C(=O)OC(C)(C)C)C1)C